2-Amino-7-fluoro-4-((R)-2-fluoro-14-oxo-8,8a,9,10,11,12-hexahydro-7H,14H-pyrazino[1',2':5,6][1,5]diazocino[3,2,1-hi]indazol-3-yl)benzo[b]thiophene-3-carbonitrile NC1=C(C2=C(S1)C(=CC=C2C2=C1C=NN3C1=C(C=C2F)C(N2[C@H](CC3)CNCC2)=O)F)C#N